[Si](C1=CC=CC=C1)(C1=CC=CC=C1)(C(C)(C)C)OCCC1CN(CCN1CC1=CC=C(C=C1)OC)C(=O)OC(C)(C)C tert-butyl 3-[2-[tert-butyl(diphenyl)silyl]oxyethyl]-4-[(4-methoxyphenyl)methyl]piperazine-1-carboxylate